1-(4-(trifluoromethyl)phenyl)imidazo[1,5-a]pyridine-3-carbaldehyde FC(C1=CC=C(C=C1)C=1N=C(N2C1C=CC=C2)C=O)(F)F